C(CC(C)C)OCCO 2-(isoamyloxy)ethanol